diacetyl-ruthenium C(C)(=O)[Ru]C(C)=O